chloro-7-methyl-N-(1-(methylsulfonyl)indol-7-yl)-7H-purin-6-amine ClC1=NC(=C2N(C=NC2=N1)C)NC=1C=CC=C2C=CN(C12)S(=O)(=O)C